N1N=CC2=CC=C(C=C12)NC1=NC(=NC=C1C(F)(F)F)NC1=CC=C(C=C1)N1CCN(CC1)C N4-(1H-indazol-6-yl)-N2-(4-(4-methylpiperazine-1-yl)phenyl)-5-(trifluoromethyl)pyrimidine-2,4-diamine